4-hydroxy-5,6,7,8-tetrahydro-1,7-naphthyridin-2(1H)-one OC1=CC(NC=2CNCCC12)=O